n-decyl alcohol sodium [Na].C(CCCCCCCCC)O